2-chloro-5-((2-(nitromethylene)-1-imidazolidinyl)methyl)-pyridine ClC1=NC=C(C=C1)CN1C(NCC1)=C[N+](=O)[O-]